C(C(O)CO)C(C(=O)OC(COC(CCCCCCCCCCCCCCCCC)=O)CO)CCCCCCCCCCCCCCCC glycerol stearate (glyceryl-stearate)